CN(C(=S)[C@@H]1C[C@H](CN1)OCC=1C=C(C(=O)OC)C=CC1)C methyl 3-([(3R,5S)-5-(dimethylcarbamothioyl)pyrrolidin-3-yl]oxymethyl)benzoate